2,4-dichloro-5-iodo-7-tosyl-7H-pyrrolo[2,3-d]pyrimidine ClC=1N=C(C2=C(N1)N(C=C2I)S(=O)(=O)C2=CC=C(C)C=C2)Cl